4'-((2-butyl-4-oxo-1,3-diazaspiro[4.4]non-1-en-3-yl)methyl-d2)-N-(4-chloro-5-methylisoxazol-3-yl)-2'-(ethoxymethyl)-[1,1'-biphenyl]-2-sulfonamide methanesulfonate CS(=O)(=O)O.C(CCC)C1=NC2(C(N1C(C1=CC(=C(C=C1)C=1C(=CC=CC1)S(=O)(=O)NC1=NOC(=C1Cl)C)COCC)([2H])[2H])=O)CCCC2